4-(vinyl-2,2-d2)-phenyl-5-(2,5-dimethylphenoxy)-2,2-dimethylvalerate C(=C([2H])[2H])C1=CC=C(C=C1)OC(C(CCCOC1=C(C=CC(=C1)C)C)(C)C)=O